FC1=C(C=CC=C1)\C=C\[N+](=O)[O-] (E)-1-fluoro-2-(2-nitrovinyl)benzene